(S)-tert-butyl-4-((trans)-4-(4-amino-3-iodo-1H-pyrazolo[3,4-d]pyrimidin-1-yl) cyclohexyl)-2-methylpiperazine-1-carboxylate C(C)(C)(C)OC(=O)N1[C@H](CN(CC1)[C@@H]1CC[C@H](CC1)N1N=C(C=2C1=NC=NC2N)I)C